COC(C1CCN(CC1)C1=CC(=C(C(=O)NC2C(NC(CC2)=C=O)=C=O)C=C1)F)OC 4-(4-(dimethoxymethyl)piperidin-1-yl)-N-(2,6-dicarbonylpiperidin-3-yl)-2-fluorobenzamide